Ethyl 4-(4-fluorophenyl)-3-oxobutanoate FC1=CC=C(C=C1)CC(CC(=O)OCC)=O